Ethyl 5-(dimethoxymethyl)thiazole-2-carboxylate COC(C1=CN=C(S1)C(=O)OCC)OC